NC1=CC(=CC(=N1)[C@@H](C)NC1=NC(=NC2=CC(=C(C=C12)OCCOC)OCCOC)C)C(F)(F)F (R)-N-(1-(6-amino-4-(trifluoromethyl)pyridin-2-yl)ethyl)-6,7-bis(2-methoxyethoxy)-2-methyl-quinazolin-4-amine